N1(CC(=CCC1)C(=O)OC)C(=O)OC(C)(C)C 1-tert-Butyl 3-methyl 5,6-dihydro-2H-pyridine-1,3-dicarboxylate